FC1=C(C=CC=C1)CN1CCC(CC1)CCNC(=O)N1[C@@H](CN(C[C@@H]1C)C=1C=NC(=NC1)C(F)(F)F)C (2R,6S)-N-(2-{1-[(2-fluorophenyl)methyl]piperidin-4-yl}ethyl)-2,6-dimethyl-4-[2-(trifluoromethyl)pyrimidin-5-yl]piperazine-1-carboxamide